C(C)(C)C=1C=C(C=CC1)CCC(C[Al](CC(CC)C1=CC=CC=C1)CC(CC)C1=CC=CC=C1)C1=CC=CC=C1 3-iso-propyl-phenyl-tri-(2-phenyl-butyl)-aluminum